NCCC(=O)N(C)C 3-amino-N,N-dimethyl-propanamide